N,N-diglycidyl-4-(4-methylphenoxy)aniline C(C1CO1)N(C1=CC=C(C=C1)OC1=CC=C(C=C1)C)CC1CO1